di-tert-butyl ((4S)-5-(7-oxo-7,8-dihydrobenzo[5,6]azepino[3,4-b]indol-6(5H)-yl)-2-((triisopropylsilyl)oxy)pentane-1,4-diyl)dicarbamate O=C1N(CC2=C(C3=C1NC=1C=CC=CC31)C=CC=C2)C[C@H](CC(CNC(OC(C)(C)C)=O)O[Si](C(C)C)(C(C)C)C(C)C)NC(OC(C)(C)C)=O